COC(C1=NC(=CC(=C1O)CC1=CC=C(C=C1)F)C)=O 4-(4-Fluorobenzyl)-3-hydroxy-6-methyl-picolinic acid methyl ester